2-(2,6-dimethylpyridin-4-yl)-6-methyl-4-(1-methyl-2-oxo-5-(o-tolyl)-1,2-dihydropyridin-4-yl)-1-tosyl-1,6-dihydro-7H-pyrrolo[2,3-c]pyridin-7-one CC1=NC(=CC(=C1)C1=CC2=C(C(N(C=C2C2=CC(N(C=C2C2=C(C=CC=C2)C)C)=O)C)=O)N1S(=O)(=O)C1=CC=C(C)C=C1)C